(1-(3-chlorophenyl)-1H-pyrazol-4-yl)-N-(1-(2-(2-methoxyethoxy)ethyl)-3-(pyridin-2-yl)-1H-pyrazol-4-yl)picolinamide formate C(=O)O.ClC=1C=C(C=CC1)N1N=CC(=C1)C=1C(=NC=CC1)C(=O)NC=1C(=NN(C1)CCOCCOC)C1=NC=CC=C1